2-(1-(3-chloropyridineformyl)pyrrolidin-3-yl)-5-(2-ethylphenoxy)benzaldehyde ClC=1C(=NC=CC1)C(=O)N1CC(CC1)C1=C(C=O)C=C(C=C1)OC1=C(C=CC=C1)CC